ClC1=CC=C(C=N1)CN1C(=NCC1)N[N+](=O)[O-] N-[1-[(6-chloro-3-pyridyl)methyl]-4,5-dihydroimidazole-2-yl]nitramide